FC(C1=NC=CC(=C1)N1CC(C1)CC(=O)N1CC=2C(=C(C=3COC(CC3N2)(C)C)C)C1)F 2-[1-(2-Difluoromethyl-pyridin-4-yl)-azetidin-3-yl]-1-(6,6,9-trimethyl-3,5,6,8-tetrahydro-1H-7-oxa-2,4-diaza-cyclopenta[b]naphthalen-2-yl)-ethanone